Bromo-3-methoxy-2-nitropyridine BrC1=C(C(=NC=C1)[N+](=O)[O-])OC